CN(C1(CCC2(CN(C(N2CCCOC)=O)CC(C(=O)N)(C)C)CC1)C1=CC=CC=C1)C 3-[8-dimethylamino-1-(3-methoxy-propyl)-2-oxo-8-phenyl-1,3-diazaspiro[4.5]decan-3-yl]-2,2-dimethyl-propionamide